C1CCC2=C(C=3CCCC3C=C12)NC(=O)NS(=O)(=O)/C=C/[C@H]1N(CCC1)C(=O)OC(C)(C)C tert-butyl (S,E)-2-(2-(N-((1,2,3,5,6,7-hexahydro-s-indacen-4-yl)carbamoyl)sulfamoyl)-vinyl)pyrrolidine-1-carboxylate